NC1=NC=NN2C1=C(C=C2C=2C=C(C(=NC2)OC)C(=O)N[C@@H]2CN(C[C@@H]2F)C(=O)C2(CC2)O)C(F)(F)F 5-[4-amino-5-(trifluoromethyl)pyrrolo[2,1-f][1,2,4]triazin-7-yl]-N-[(3R,4S)-4-fluoro-1-(1-hydroxy-cyclopropanecarbonyl)pyrrolidin-3-yl]-2-methoxypyridine-3-carboxamide